{1-[(3R)-5,5-dimethyloxolan-3-yl]-3-(4-fluorophenyl)-1H-pyrazol-4-yl}-6-phenylfuro[2,3-d]pyrimidine CC1(C[C@H](CO1)N1N=C(C(=C1)C=1N=CC2=C(N1)OC(=C2)C2=CC=CC=C2)C2=CC=C(C=C2)F)C